4-Bromo-2,6-dimethyl-phenylamine BrC1=CC(=C(C(=C1)C)N)C